BrC1=CC=C2C(=CNC2=C1)S(=O)(=O)NC1=NC(=C(C(=N1)OC)OCC#N)OC 6-bromo-N-[5-(cyanomethoxy)-4,6-dimethoxy-pyrimidin-2-yl]-1H-indole-3-sulfonamide